CC(C(C1=NC=CC=C1)NC(=O)C=1C=2C[C@@H]3[C@H](C2N(N1)C1=NC=CN=C1)C3)(C)C (1aR,5aR)-2-Pyrazin-2-yl-1a,2,5,5a-tetrahydro-1H-2,3-diaza-cyclopropa[a]pentalene-4-carboxylic acid (2,2-dimethyl-1-pyridin-2-yl-propyl)-amide